1-Ethyl 5-(azetidin-1-yl)pyrazolo[1,5-a]pyrimidine-3-carboxylate N1(CCC1)C1=NC=2N(C=C1)N=CC2C(=O)OCC